C(C)C=1C=C(C(=C(C1)O)C1=CC2=C(N=N1)N(C=C2C)C2CC(C2)(C)O)C 5-Ethyl-2-{7-[(1s,3s)-3-hydroxy-3-methylcyclobutyl]-5-methyl-7H-pyrrolo[2,3-c]pyridazin-3-yl}-3-methylphenol